FC=1C=NC=CC1 3-fluoropyridine